BrCC1C2C=CC(C1)C2 5-bromomethyl-bicyclo(2.2.1)hept-2-ene